sodium 1,2-butanediol C(C(CC)O)O.[Na]